N-(2,3-dihydro-1,4-benzoxazin-4-yl)-7-fluoro-4-(3-oxocyclobutyl)-8-(2,3,5-trifluorophenyl)quinoline-3-carboxamide O1CCN(C2=C1C=CC=C2)NC(=O)C=2C=NC1=C(C(=CC=C1C2C2CC(C2)=O)F)C2=C(C(=CC(=C2)F)F)F